CC/C=C\\C/C=C\\C/C=C\\C/C=C\\C/C=C\\CCCCCCCCCCCC(=O)O The molecule is a very long-chain omega-3 fatty acid that is octacosanoic acid having five double bonds located at positions 13, 16, 19, 22 and 25 (the 13Z,16Z,19Z,22Z,25Z-isomer). It is an omega-3 fatty acid and an octacosapentaenoic acid. It is a conjugate acid of a (13Z,16Z,19Z,22Z,25Z)-octacosapentaenoate.